(S)-Tert-butyl (1-(4-(4-cyano-2,6-dimethylphenoxy)-2-((4-cyanophenyl)amino)-7,8-dihydropyrido[4,3-d]pyrimidine-6(5H)-yl)-3-(4-hydroxyphenyl)-1-oxopropane-2-yl)carbamate C(#N)C1=CC(=C(OC=2C3=C(N=C(N2)NC2=CC=C(C=C2)C#N)CCN(C3)C([C@H](CC3=CC=C(C=C3)O)NC(OC(C)(C)C)=O)=O)C(=C1)C)C